C(C)C1=NN(C=C1NC1=NC=C(C(=N1)NCCCN1C(CCCC1)=O)C(F)(F)F)C1CCN(CC1)CC 1-(3-((2-((3-ethyl-1-(1-ethylpiperidin-4-yl)-1H-pyrazol-4-yl)amino)-5-(trifluoromethyl)pyrimidin-4-yl)amino)propyl)piperidin-2-one